3-(6-methoxypyridin-3-yl)-6-(7-methyl-[1,2,4]triazolo[4,3-b]pyridazin-6-yl)-5,6,7,8-tetrahydro-1,6-naphthyridine COC1=CC=C(C=N1)C=1C=NC=2CCN(CC2C1)C=1C(=CC=2N(N1)C=NN2)C